Cadmium sulfur selenium [Se].[S].[Cd]